(1R,4R,7R)-2-{2-[1-(cyclopropylmethyl)-7-(oxetan-3-yl)-1H-indol-2-yl]-7-methoxy-1-methyl-1H-1,3-benzodiazole-5-carbonyl}-2-azabicyclo[2.2.1]heptan-7-amine C1(CC1)CN1C(=CC2=CC=CC(=C12)C1COC1)C1=NC2=C(N1C)C(=CC(=C2)C(=O)N2[C@@H]1CC[C@H](C2)[C@H]1N)OC